BrC1=CC(=C(C(=C1)C(F)(F)F)O)C(C)O 4-bromo-2-(1-hydroxyethyl)-6-(trifluoromethyl)phenol